6-Chloro-3-[[(1R)-1-[3,6-dimethyl-4-oxo-2-[3-(trifluoromethyl)-1-bicyclo-[1.1.1]pentanyl]chromen-8-yl]ethyl]amino]-N'-hydroxy-pyridine-2-carboxamidine ClC1=CC=C(C(=N1)C(=NO)N)N[C@H](C)C=1C=C(C=C2C(C(=C(OC12)C12CC(C1)(C2)C(F)(F)F)C)=O)C